3-[2-[4-benzyl-2-oxo-oxazolidin-3-yl]-1-[(3-bromophenyl)methyl]-2-oxoethyl]pyrrolidine-1-carboxylic acid tert-butyl ester C(C)(C)(C)OC(=O)N1CC(CC1)C(C(=O)N1C(OCC1CC1=CC=CC=C1)=O)CC1=CC(=CC=C1)Br